OC1(COC1)C1=CC=C(C=C1)C(=O)N1CCC(CC1)OC1=CC=C(C=C1)N1CCSCC1 (4-(3-hydroxyoxetan-3-yl)phenyl)(4-(4-thiomorpholinophenoxy)piperidin-1-yl)methanone